O=C1N(C=CC=C1)CC1=CC=C(CN2N=CC(=N2)C(=O)OC)C=C1 methyl 2-(4-((2-oxopyridin-1(2H)-yl)methyl)benzyl)-2H-1,2,3-triazole-4-carboxylate